(2R,3R)-1-((R)-tert-butylsulfinyl)-3-phenylazepine-2-carboxylic acid C(C)(C)(C)[S@@](=O)N1C(=C(C=CC=C1)C1=CC=CC=C1)C(=O)O